1-(6-(3-(Benzyloxy)benzyl)-3,3-dimethyl-2,3-dihydro-1H-pyrrolo[3,2-b]pyridin-1-yl)-2-chloroethan-1-one C(C1=CC=CC=C1)OC=1C=C(CC=2C=C3C(=NC2)C(CN3C(CCl)=O)(C)C)C=CC1